N[C@H]1CN(CCC1)[C@@H]1[C@H](C2=CC(=CC(=C2C1)Cl)Cl)OC1=CC(=CC=C1)OC 4-[[(1S,2S)-2-[(3R)-3-aminopiperidin-1-yl]-4,6-dichloro-2,3-dihydro-1H-inden-1-yl]oxy]-2-methoxybenzene